(1R,3S)-3-(3-((4-fluoro-1,1-dioxido-2,3-dihydrobenzo[b]thiophen-5-yl)amino)-1H-pyrazol-5-yl)cyclopentyl isopropylcarbamate C(C)(C)NC(O[C@H]1C[C@H](CC1)C1=CC(=NN1)NC1=C(C2=C(S(CC2)(=O)=O)C=C1)F)=O